tert-butyl {(2S)-1-[3-bromo-5-(hydroxymethyl)-1H-pyrazol-1-yl]propan-2-yl}carbamate BrC1=NN(C(=C1)CO)C[C@H](C)NC(OC(C)(C)C)=O